[Ir](Cl)(Cl)Cl iridium (iii) chloride